4-Ethyl-3-(N-(2-(4-fluoropiperidin-1-yl)-5-(methylsulfonyl)phenyl)sulfamoyl)benzoic acid C(C)C1=C(C=C(C(=O)O)C=C1)S(NC1=C(C=CC(=C1)S(=O)(=O)C)N1CCC(CC1)F)(=O)=O